C(C)(C)(C)OC([C@@H](NC(=O)OC1=CC=C(C=C1)[N+](=O)[O-])CCC(=O)OC(C)(C)C)=O ((4-nitrophenoxy)carbonyl)-L-glutamic acid di-tert-butyl ester